S1NSC2=C1C=CC=C2 1,3,2-benzodithiazole